O1CCN(CC1)C(CS(=O)(=O)O)C β-morpholinopropanesulfonic acid